methyl (R)-pyrrolidin-3-ylcarbamate N1C[C@@H](CC1)NC(OC)=O